(E)-1-(4-Fluorophenyl)-3-[4-(6-hydroxyhexoxy)phenyl]prop-2-en-1-one FC1=CC=C(C=C1)C(\C=C\C1=CC=C(C=C1)OCCCCCCO)=O